FC1=CC=C(C=C1)N1N=CC2=CC(=C(C=C12)C)C1(CN(CC1)S(=O)(=O)C=1C=NN(C1)C)CO (3-(1-(4-fluorophenyl)-6-methyl-1H-indazol-5-yl)-1-((1-methyl-1H-pyrazol-4-yl)sulfonyl)pyrrolidin-3-yl)methanol